N6-phenoxyacetyl-adenine O(C1=CC=CC=C1)CC(=O)NC1=C2NC=NC2=NC=N1